3-(2-aminoethyl)-1H-indole-5-ol hydrochloride Cl.NCCC1=CNC2=CC=C(C=C12)O